N1(N=CN=C1)CC1(C(CC2=CC(=CC=C12)OC1=NC=C(C=C1)C(F)(F)F)(C)C)O 1-((1H-1,2,4-triazol-1-yl)methyl)-2,2-dimethyl-5-((5-(trifluoromethyl)pyridin-2-yl)oxy)-2,3-dihydro-1H-inden-1-ol